[Cd].[Te] tellurium-cadmium